NC=1SC2=C(N1)C(=CC=C2F)C2=C(C=C1C(=C(C(N(C1=N2)C=2C(=NC=CC2C)C(C)C)=O)C#N)Cl)F 7-(2-amino-7-fluorobenzo[d]thiazol-4-yl)-4-chloro-6-fluoro-1-(2-isopropyl-4-methylpyridin-3-yl)-2-oxo-1,2-dihydro-1,8-naphthyridine-3-carbonitrile